2-ethyl-5-methyl-pyrazine C(C)C1=NC=C(N=C1)C